(R)-8-methyl-3-(trifluoromethyl)-5,6,7,8-tetrahydroimidazo[1,5-a]-pyrazine C[C@@H]1C=2N(CCN1)C(=NC2)C(F)(F)F